3-(1-Acetyl-4-ethoxypiperidin-4-yl)-5-(((R)-1-(3-(difluoromethyl)-2-fluorophenyl)ethyl)amino)-1,7-dimethyl-8-(((S)-1-methylpyrrolidin-3-yl)oxy)-1,6-naphthyridin-2(1H)-one C(C)(=O)N1CCC(CC1)(OCC)C=1C(N(C2=C(C(=NC(=C2C1)N[C@H](C)C1=C(C(=CC=C1)C(F)F)F)C)O[C@@H]1CN(CC1)C)C)=O